C(C)(C)(C)[Si](C)(C)OC1=CC(=C(C=C1)[C@H](C)OC)B1OC(C(O1)(C)C)(C)C (S)-tert-butyl-(4-(1-methoxyethyl)-3-(4,4,5,5-tetramethyl-1,3,2-dioxaborolan-2-yl)phenoxy)dimethylsilane